(4-aminophenyl)-4-methoxybenzenesulfonamide NC1=CC=C(C=C1)C1=C(C=CC(=C1)OC)S(=O)(=O)N